tert-butyl-N-(2-methoxyethyl)-N-methylglycine C(C)(C)(C)C(N(C)CCOC)C(=O)O